NC=1N=CN(C(C1C(=O)OC)=O)C1=C(C=C(C=C1C)OC)C methyl 4-amino-1-(4-methoxy-2,6-dimethylphenyl)-6-oxo-1,6-dihydropyrimidine-5-carboxylate